N[C@@H](CC[SeH])C(=O)O seleno-Homocysteine